COC=1C=C(C=CC1)C(C(=O)O)N1C=CC2=C(C=CC=C12)[N+](=O)[O-] 2-(3-methoxyphenyl)-2-(4-nitroindol-1-yl)acetic acid